C1(CCCC1)NC1=NC(=NC=C1)NC=1C=C(C2=C(COB2O)C1)CC N4-cyclopentyl-N2-(7-ethyl-1-hydroxy-3H-2,1-benzoxaborole-5-yl)pyrimidine-2,4-diamine